ClC1=C(C=CC=C1)[C@H]1[C@@](OC1)(C1=C(C=C(C=C1)F)F)CN1N=CN=C1 |o1:7,8| 1-{[rel-(2R,3R)-3-(2-chlorophenyl)-2-(2,4-difluorophenyl)oxetan-2-yl]methyl}-1H-1,2,4-triazol